Cl.N1(CCNCC1)C(=O)N1CCSC2=C(C1)C(=CC=C2)C(F)(F)F Piperazin-1-yl(6-(trifluoromethyl)-2,3-dihydrobenzo[f][1,4]thiazepin-4(5H)-yl)methanone hydrochloride